C1=CC=C2C(=C1)C=CC=C2CC3=NC4=CC=CC=C4N3 2-(naphthylmethyl)benzimidazole